C(N)(=O)NC1=C(C=CC=C1)C(NC(=O)C1CC1)C1=CC=C(C=C1)C(C)C N-{[2-(carbamoylamino)phenyl][4-(propan-2-yl)phenyl]methyl}cyclopropanecarboxamide